C1(CCC1)N1C(=CC=2N=NC(=CC21)C2=C(C=CC=C2)O)C2CC1(CN(C1)C1=NOC(=C1)C(C(=O)OC)C(C)C)C2 methyl 2-(3-{6-[5-cyclobutyl-3-(2-hydroxyphenyl) pyrrolo[3,2-c]pyridazin-6-yl]-2-azaspiro[3.3]hept-2-yl}-1,2-oxazol-5-yl)-3-methylbutanoate